ClC1=CC(=C2CC[C@H](C2=C1)OC(C(C)(C)C)=O)S(NC1=C(C(=C(C=C1)F)C=1C=C2C=NC(=NC2=CC1)NC1CCOCC1)F)(=O)=O (1R)-6-chloro-4-({2,4-difluoro-3-[2-(oxan-4-ylamino)quinazolin-6-yl]phenyl}sulfamoyl)-2,3-dihydro-1H-inden-1-yl-2,2-dimethylpropanoate